NC1=NC(=C(C(=N1)N)OCCCOC1=C(C=CC=C1)CCC(=O)O)C1CC1 3-(2-{3-[(2,4-diamino-6-cyclopropylpyrimidin-5-yl)oxy]propoxy}phenyl)propanoic acid